C(C)(C)(C)OC(N([C@@H]1CN(CC1)C1=NC=C(C=C1)B1OC(C(O1)(C)C)(C)C)C)=O.C(C)O[Si](CCCCC(C(C(C(F)(F)F)(F)F)(F)F)(C(F)(F)F)C(F)(F)F)(OCC)OCC triethoxy[5,5-bis(trifluoromethyl)-6,6,7,7,8,8,8-heptafluorooctyl]silane tert-butyl-(S)-methyl(1-(5-(4,4,5,5-tetramethyl-1,3,2-dioxaborolan-2-yl)pyridin-2-yl)pyrrolidin-3-yl)carbamate